11-((N-(4-Butyldecanoyl)-N-methylglycyl)oxy)-6-oxoundecyl 4-pentylundecanoate C(CCCC)C(CCC(=O)OCCCCCC(CCCCCOC(CN(C)C(CCC(CCCCCC)CCCC)=O)=O)=O)CCCCCCC